N[C@@H](CCC)C(=O)N[C@@H](CC1=CC=C(C=C1)O)C(=O)O N-norvalyl-L-tyrosine